7-(4-chloro-3-fluorophenyl)-5,6,7,8-tetrahydro-2,7-naphthyridine-3-carboxylic acid ethyl ester C(C)OC(=O)C=1N=CC=2CN(CCC2C1)C1=CC(=C(C=C1)Cl)F